IC=1N=C(OC1C1=CC=C(C=C1)C(F)(F)F)N1CCN(CC1)CC(F)(F)F 1-{4-iodo-5-[4-(trifluoromethyl)phenyl]-1,3-oxazol-2-yl}-4-(2,2,2-trifluoroethyl)piperazine